N-(4-(2-(isoquinolin-4-ylamino)ethyl)phenyl)methanesulfonamide C1=NC=C(C2=CC=CC=C12)NCCC1=CC=C(C=C1)NS(=O)(=O)C